N(=C=O)CCOC isocyanatomethyl-(methoxy)methane